oxygen tungsten silicon [Si].[W].[O]